6-chloro-1H-imidazo[4,5-c]pyridine-1-carboxylic acid tert-butyl ester C(C)(C)(C)OC(=O)N1C=NC=2C=NC(=CC21)Cl